CC(CC/C=C(\C)/CCC=C(C)C)CCO 2,3-dihydro-6-trans-farnesol